(S)-N-(5-cyclopropylpyridin-2-yl)-2-((R)-4,4-difluoro-3-(5-oxo-4,5-dihydropyrazin-2-yl)piperidin-1-yl)propionamide C1(CC1)C=1C=CC(=NC1)NC([C@H](C)N1C[C@@H](C(CC1)(F)F)C=1N=CC(NC1)=O)=O